(4S)-4,5-dihydroxyleucine O[C@](C[C@H](N)C(=O)O)(C)CO